4-benzyl-2-methoxy-6-({[tri(prop-2-yl)silyl]oxy}methyl)morpholine C(C1=CC=CC=C1)N1CC(OC(C1)CO[Si](C(C)C)(C(C)C)C(C)C)OC